O1C(=CC=C1CO)CO 2,5-furandimethanol